(3-hydroxyphenyl)-3-(trifluoromethyl)-5,6-dihydro-4H-indazol-7-one OC=1C=C(C=CC1)C1C=2C(=NNC2C(CC1)=O)C(F)(F)F